(2R,4S)-4-fluoro-1-[(3-methylpyrazin-2-yl)methyl]-N-[4-(4,4,5,5-tetramethyl-1,3,2-dioxaborolan-2-yl)phenyl]pyrrolidine-2-carboxamide F[C@H]1C[C@@H](N(C1)CC1=NC=CN=C1C)C(=O)NC1=CC=C(C=C1)B1OC(C(O1)(C)C)(C)C